tert-butyl ((R)-1-(((R)-(3-(2-((6-fluoro-2-methylpyridin-3-yl)oxy)-4-methyl-5-(trifluoromethyl)nicotinamido)phenyl)(methyl)(oxo)-λ6-sulfaneylidene)amino)-1-oxopropan-2-yl)carbamate FC1=CC=C(C(=N1)C)OC1=C(C(=O)NC=2C=C(C=CC2)[S@](=O)(C)=NC([C@@H](C)NC(OC(C)(C)C)=O)=O)C(=C(C=N1)C(F)(F)F)C